ClC=1C=C2C(=NNC2=CC1OCCOC)C1=CC(=NO1)C=1C=NC(=CC1)C 5-Chloro-6-(2-methoxyethoxy)-3-[3-(6-methylpyridin-3-yl)-1,2-oxazol-5-yl]-1H-indazol